C(C)(C)(C)[Si](OC=1C=C(C=CC1C)N(C1=CC=CC=C1)C(CCCCC)C)(C)C [3-(tert-butyl-dimethyl-silanyloxy)-4-methyl-phenyl]-(1-methyl-hexyl)-phenyl-amine